C1(=CC=CC=C1)C1N(CCC1)S(=O)(=O)C1=C2C=CC=NC2=C(C=C1)O 5-(2-phenylpyrrolidin-1-yl)sulfonylquinolin-8-ol